(methoxymethyl)cyclobutane-1-carboxamide COCC1(CCC1)C(=O)N